NC1CN(C1)C([C@@H](C)OC1=CC=C2C(=CC=NC2=C1)C1=C(C=CC=C1C)C)=O (2R)-1-(3-aminoazetidin-1-yl)-2-[[4-(2,6-dimethylphenyl)-7-quinolyl]oxy]propan-1-one